SC1=C(C(=O)N)C=CC=C1 sulfhydryl-benzamide